3-(2-azaspiro[3.3]heptan-6-ylmethyl)-5-(trifluoromethyl)benzonitrile C1NCC12CC(C2)CC=2C=C(C#N)C=C(C2)C(F)(F)F